6-((5-(4-methyl-3-oxopiperazin-1-yl)pyridin-3-yl)methyl)-N-(3-(trifluoromethyl)phenyl)-4,5,6,7-tetrahydrothieno[2,3-c]pyridine-3-carboxamide CN1C(CN(CC1)C=1C=C(C=NC1)CN1CC2=C(CC1)C(=CS2)C(=O)NC2=CC(=CC=C2)C(F)(F)F)=O